C[C@H]1CN(C[C@H](O1)C)C=1C=CC=2N(N1)C(=CN2)C=2C=NC=CC2 (2S,6R)-2,6-dimethyl-4-(3-(pyridin-3-yl)imidazo[1,2-b]pyridazin-6-yl)morpholine